8-oxo-8-((3-pentyloctyl)oxy)octanoic acid O=C(CCCCCCC(=O)O)OCCC(CCCCC)CCCCC